4-[3-[2,6-dichloro-4-(1-methylpyrazol-4-yl)benzoyl]-2,4-dihydro-1,3-benzoxazin-8-yl]-5-fluoro-2-hydroxybenzoic acid methyl ester COC(C1=C(C=C(C(=C1)F)C1=CC=CC=2CN(COC21)C(C2=C(C=C(C=C2Cl)C=2C=NN(C2)C)Cl)=O)O)=O